1-[1-methyl-6-(piperidin-4-yl)indazol-3-yl]-1,3-diazinane-2,4-dione CN1N=C(C2=CC=C(C=C12)C1CCNCC1)N1C(NC(CC1)=O)=O